tert-butyl 3-(4-cyano-3-(((S)-1-methylpyrrolidin-2-yl)methoxy)-5,6,7,8-tetrahydro-2,6-naphthyridin-1-yl)-3,8-diazabicyclo[3.2.1]octane-8-carboxylate C(#N)C1=C(N=C(C=2CCNCC12)N1CC2CCC(C1)N2C(=O)OC(C)(C)C)OC[C@H]2N(CCC2)C